(R)-4-[5-(4-chlorophenyl)-1-[2-(trifluoromethyl)phenyl]pyrrol-2-yl]-N-[2-(dimethylamino)-ethyl]benzamide ClC1=CC=C(C=C1)C1=CC=C(N1C1=C(C=CC=C1)C(F)(F)F)C1=CC=C(C(=O)NCCN(C)C)C=C1